N-(1,1'-biphenyl-2-yl)-N-(3'',3''',5'',5'''-tetra-t-butyl-1,1':3',1'':5',1'''-quaterphenyl-4-yl)-9,9-dimethyl-9H-fluoren-2-amine C1(=C(C=CC=C1)N(C1=CC=2C(C3=CC=CC=C3C2C=C1)(C)C)C1=CC=C(C=C1)C1=CC(=CC(=C1)C1=CC(=CC(=C1)C(C)(C)C)C(C)(C)C)C1=CC(=CC(=C1)C(C)(C)C)C(C)(C)C)C1=CC=CC=C1